ClC=1C=C(C=CC1Cl)S 3,4-dichlorobenzenethiol